(3-tert-Butoxy-pyrazin-2-yl)-[4-fluoro-3-(7-morpholin-4-yl-quinazolin-4-yl)phenyl]-methanol C(C)(C)(C)OC=1C(=NC=CN1)C(O)C1=CC(=C(C=C1)F)C1=NC=NC2=CC(=CC=C12)N1CCOCC1